NC=1C=C2C(C=C(OC2=C(C1)C(C)NC1=CC(=CC(=C1)F)F)N1CCOCC1)=O 6-amino-8-[1-(3,5-difluoroanilino)ethyl]-2-morpholino-chromen-4-one